(5-chloropyrazin-2-yl)methyl methanesulfonate CS(=O)(=O)OCC1=NC=C(N=C1)Cl